[Si](C)(C)(C(C)(C)C)OC1=C(C=CC=C1)C1CNCC2=CC=CC=C12 4-((tert-Butyldimethylsilanyloxy)phenyl)-1,2,3,4-tetrahydroisoquinoline